3-((10-Hydroxy-7-(2-(3-methoxyphenyl)piperazine-1-carbonyl)-7-azaspiro[4.5]decan-10-yl)methyl)-6-phenylpyrimidin-4(3H)-one OC1(CCN(CC12CCCC2)C(=O)N2C(CNCC2)C2=CC(=CC=C2)OC)CN2C=NC(=CC2=O)C2=CC=CC=C2